C(NC(=O)N)(=O)O.NC(=O)OCC urethane (allophanate)